COCC(COC)C1OCCC1 2-[2-Methoxy-1-(methoxymethyl)ethyl]tetrahydrofuran